2-(Allyloxy)-2-oxoethyl-1-{2-chloro-4-fluoro-5-[3-methyl-2,6-dioxo-4-(trifluoromethyl)-3,6-dihydropyrimidin-1(2H)-yl]phenoxy}cyclopropancarboxylat C(C=C)OC(COC(=O)C1(CC1)OC1=C(C=C(C(=C1)N1C(N(C(=CC1=O)C(F)(F)F)C)=O)F)Cl)=O